ClC1=CC=C(C=C1)C1=C(OC2=C1C=CC=C2)C2=CC=C(C=C2)N2C1=CC=CC=C1C=1C=CC=CC21 9-(4-(3-(4-chlorophenyl)benzofuran-2-yl)phenyl)-9H-carbazole